OC(CC)C1C(CCC1)=O 2-(1-hydroxypropyl)-cyclopentanone